methyl 3,6-difluoro-benzoate FC=1C=C(C(=O)OC)C(=CC1)F